N-lauryl-β-alanine C(CCCCCCCCCCC)NCCC(=O)O